5,6-difluorobenzo[c][1,2,5]thiadiazole FC1=CC=2C(=NSN2)C=C1F